N-Boc-4-piperidinone CC(C)(C)OC(=O)N1CCC(=O)CC1